BrC=1C=C(C=CC1)CC(C(=O)O)(C)[C@@H]1CN(CC1)C(=O)OC(C)(C)C 3-(3-Bromophenyl)-2-[(3R)-1-tert-butoxycarbonylpyrrolidin-3-yl]-2-methyl-propanoic acid